(2-azido-2-deoxy-α-D-glucopyranose) N(=[N+]=[N-])[C@H]1[C@@H](O)O[C@@H]([C@H]([C@@H]1O)O)CO